C(C)OC(=O)C=1N=C(SC1)NC=1C2=C(C(=NN1)NC=1SC3=C(N1)C=CC=C3)CCC2 2-[[1-(1,3-benzothiazol-2-ylamino)-6,7-dihydro-5H-cyclopenta[D]pyridazin-4-yl]amino]thiazole-4-carboxylic acid ethyl ester